N-(6-(2,6-difluoro-3-(thiophene-2-sulfonylamino)phenyl)quinazolin-2-yl)pivaloamide FC1=C(C(=CC=C1NS(=O)(=O)C=1SC=CC1)F)C=1C=C2C=NC(=NC2=CC1)NC(C(C)(C)C)=O